CN[C@@H]1COC2=C1C=CC(=C2)C=2C=NC(=NC2)C (S)-N-methyl-6-(2-methylpyrimidin-5-yl)-2,3-dihydrobenzofuran-3-amine